tert-butyl (3S,5S)-3-fluoro-5-[[4-[2-methyl-4-[[4-(3,3,3-trifluoropropanoylamino)-1-naphthyl]oxy]thiazol-5-yl]pyrimidin-2-yl]amino]piperidine-1-carboxylate F[C@@H]1CN(C[C@H](C1)NC1=NC=CC(=N1)C1=C(N=C(S1)C)OC1=CC=C(C2=CC=CC=C12)NC(CC(F)(F)F)=O)C(=O)OC(C)(C)C